(R)-3-(3-fluoro-4-(6-(2-cyclopropyl-2H-tetrazol-5-yl)pyridin-3-yl)phenyl)-5-(hydroxymethyl)oxazolidin-2-one FC=1C=C(C=CC1C=1C=NC(=CC1)C=1N=NN(N1)C1CC1)N1C(O[C@H](C1)CO)=O